FC1(C(C1)C=1C=C2C(=CC1)C(N(CC21CC1)CC(=O)NC1=NC=C(C=N1)F)=O)F 2-[6-(2,2-difluorocyclopropyl)-1-oxospiro[3H-isoquinoline-4,1'-cyclopropane]-2-yl]-N-(5-fluoropyrimidin-2-yl)acetamide